CC(CCCCCC)(C)C1=CC(=C2C3=C(C(OC2=C1)=O)C=CC(=C3)OC)O 3-(1,1-dimethylheptyl)-1-hydroxy-9-methoxy-benzo(c)chromen-6-one